(S,E)-Isopropyl-7-(1-(2-(bicyclo[2.1.1]hexan-1-ylamino)-2-oxoethyl)-2-oxo-1,2-dihydropyridin-3-ylamino)-7-oxo-6-(2H-1,2,3-triazol-4-carboxamido)hept-2-enoat C(C)(C)OC(\C=C\CC[C@@H](C(=O)NC=1C(N(C=CC1)CC(=O)NC12CCC(C1)C2)=O)NC(=O)C2=NNN=C2)=O